FC1=CC(=C(C=C1)C=1CCCC2=C(C1C1=CC(=C(C(=C1)C)C=C1CN(C1)CCCF)F)C=CC(=C2)C(=O)O)C 8-(4-fluoro-2-methylphenyl)-9-(3-fluoro-4-((1-(3-fluoropropyl)azetidin-3-ylidene)methyl)-5-methylphenyl)-6,7-dihydro-5H-benzo[7]annulene-3-carboxylic acid